4,6-dichloro-2-(2,2,2-trifluoroethyl)phthalazin-1(2H)-one ClC1=NN(C(C2=CC=C(C=C12)Cl)=O)CC(F)(F)F